NCC=1N=C2N(C=C(N=C2N2C(N(C(C2)=O)C)=O)C2CC2)C1 1-(2-(aminomethyl)-6-cyclopropylimidazo[1,2-a]pyrazin-8-yl)-3-methylimidazole-2,4-dione